C(#N)C1=CC(=C(C=C1)C1=CC=C(C=C1)CCNC(OC(C)(C)C)=O)OC1=NC(=NC(=C1)C1=C(C=CC=C1)C#N)C tert-Butyl (2-(4'-cyano-2'-((6-(2-cyanophenyl)-2-methylpyrimidin-4-yl)oxy)-[1,1'-biphenyl]-4-yl)ethyl)carbamate